CC(C)(C1=CC=CC=C1)OC(=S)N1CCCCC1 1-Methyl-1-phenylethyl-piperidine-1-carbothioate